N-(6-(7-((S)-1-(2H-tetrazol-2-yl)ethyl)-5-chloro-6-fluoro-1H-indazol-4-yl)imidazo[1,2-a]pyrazin-2-yl)-2-fluorocyclopropane-1-carboxamide N=1N(N=NC1)[C@@H](C)C=1C(=C(C(=C2C=NNC12)C=1N=CC=2N(C1)C=C(N2)NC(=O)C2C(C2)F)Cl)F